C12CC(CC2C1)OC1=C(C=C(C=C1F)NC(=O)C=1N=C(OC1CC(F)(F)F)N1CC2(C1)OCCC2)F N-(4-(cis-bicyclo[3.1.0]hexan-3-yloxy)-3,5-difluorophenyl)-2-(5-oxa-2-azaspiro[3.4]octan-2-yl)-5-(2,2,2-trifluoroethyl)oxazole-4-carboxamide